ClC1=CC=C2C(=C(N(C2=C1F)C=1C=NN(C1)C)C#N)SC=1C=C(C(=O)O)C=CC1 3-((6-chloro-2-cyano-7-fluoro-1-(1-methyl-1H-pyrazol-4-yl)-1H-indol-3-yl)thio)benzoic acid